ClC=1C=CC=2N(C1C(O)C=1N=NN(C1C)C1=CC=C(C=C1)OC)C=NC2 (6-Chloro-imidazo[1,5-a]pyridin-5-yl)-[1-(4-methoxy-phenyl)-5-methyl-1H-[1,2,3]triazol-4-yl]-methanol